4-bromo-6-hydroxy-2-fluoropyridine BrC1=CC(=NC(=C1)O)F